1,2,4,5-tetrathiolane S1SCSS1